4-[3-(but-2-yl)-4-methyl-5-oxo-4,5-dihydro-1H-1,2,4-triazol-1-yl]-N-(2,6-difluorophenyl)-5-fluoro-2-{[(2S)-1,1,1-trifluoropropan-2-yl]oxy}benzamide CC(CC)C1=NN(C(N1C)=O)C1=CC(=C(C(=O)NC2=C(C=CC=C2F)F)C=C1F)O[C@H](C(F)(F)F)C